N(=C=O)C1CCC(CC1)CC1CCCCC1 4-[(4-isocyanatocyclohexyl)methyl]-cyclohexane